4-(2-(ethylamino)-1-hydroxyethyl)catechol C(C)NCC(O)C=1C=C(C(O)=CC1)O